N,N',N'',N'''-tetrakis-[4,6-bis{butyl(N-methyl-2,2,6,6-tetramethylpiperidin-4-yl)amino}triazin-2-yl]-4,7-diazadecane-1,10-diamine C(CCC)N(C1=NN(NC(=C1)N(C1CC(N(C(C1)(C)C)C)(C)C)CCCC)NCCCN(CCN(CCCNN1NC(=CC(=N1)N(C1CC(N(C(C1)(C)C)C)(C)C)CCCC)N(C1CC(N(C(C1)(C)C)C)(C)C)CCCC)N1NC(=CC(=N1)N(C1CC(N(C(C1)(C)C)C)(C)C)CCCC)N(C1CC(N(C(C1)(C)C)C)(C)C)CCCC)N1NC(=CC(=N1)N(C1CC(N(C(C1)(C)C)C)(C)C)CCCC)N(C1CC(N(C(C1)(C)C)C)(C)C)CCCC)C1CC(N(C(C1)(C)C)C)(C)C